N-(2-((1S,3R)-3-((4-(methylamino)-5-(trifluoromethyl)pyrimidin-2-yl)amino)cyclohexyl)-3-oxoisoindolin-5-yl)acrylamide CNC1=NC(=NC=C1C(F)(F)F)N[C@H]1C[C@H](CCC1)N1CC2=CC=C(C=C2C1=O)NC(C=C)=O